OC(C#CC1=CC2=C(OC[C@@H](C(N2C)=O)NC(C2=NC=CC(=C2)OC=2C(=NC=CC2)C(F)(F)F)=O)C=C1)(C)C (S)-N-(7-(3-hydroxy-3-methylbut-1-yn-1-yl)-5-methyl-4-oxo-2,3,4,5-tetrahydrobenzo[b][1,4]oxazepin-3-yl)-4-((2-(trifluoromethyl)pyridin-3-yl)oxy)picolinamide